B1(OCCCO1)C2=CC=CC=C2 phenylboronic acid 1,3-propanediol ester